N-aminoglycine NNCC(=O)O